[Cl-].C(CCCCCCCCCCC)[N+](CC1=CC=CC=C1)(C)C N-Dodecyldimethylbenzylammonium chlorid